C(C1=CC=CC=C1)OC1=CC=C(C=C1)C=1N=C(C2=C(N1)NC=C2)N2CC(NC(C2)C)C (4-(benzyloxy)phenyl)-4-(3,5-dimethylpiperazin-1-yl)-7H-pyrrolo[2,3-d]pyrimidine